C(C=C)N(/N=C/C1=CC=C(C=C1)C(C)(C)C)C1=CC=CC=C1 (E)-1-allyl-2-(4-(tert-butyl)benzylidene)-1-phenylhydrazine